maleimide mercaptopropionate SC(C(=O)O)C.C1(C=CC(N1)=O)=O